N-(5-fluoro-1,3-benzothiazol-2-yl)-3,5-dimethyladamantane-1-carboxamide FC=1C=CC2=C(N=C(S2)NC(=O)C23CC4(CC(CC(C2)C4)(C3)C)C)C1